2-[6-[4-fluoro-2-[2-methyl-5-(oxan-4-yl)pyrazol-3-yl]oxyphenyl]pyridin-3-yl]ethanamine FC1=CC(=C(C=C1)C1=CC=C(C=N1)CCN)OC=1N(N=C(C1)C1CCOCC1)C